OC1=C(C=CC=C1)C1=CC(=CN=N1)N1CCC(CC1)(C(=O)O)OC1=NN(C=C1)C 1-[6-(2-hydroxyphenyl)pyridazin-4-yl]-4-[(1-methyl-1H-pyrazol-3-yl)oxy]piperidine-4-carboxylic acid